ethyl-sodium phosphonite P(O)O.C(C)[Na]